ClC1=CC=C(CCN2C(N(C3=CC(=CC=C3C2=O)F)CC2=CC=C(C=C2)/C=C/C(=O)NO)=O)C=C1 (E)-3-(4-((3-(4-chlorophenethyl)-7-fluoro-2,4-dioxo-3,4-dihydroquinazolin-1(2H)-yl)methyl)phenyl)-N-hydroxyacrylamide